FC1=C(C[C@@H](N)C(=O)O)C=C(C=C1F)F D-2,3,5-trifluorophenylalanine